C(C)C1(C([C@@H](C=C([C@@H]1C)C)C)(C(=O)[O-])CCC)C(=O)[O-] cis-2-ethyl-1-propyl-3,4,6-trimethylcyclohex-4-ene-1,2-dicarboxylate